N1(CCC(CC1)C1CCNCC1)C(=O)O [4,4'-bipiperidine]-1-carboxylic acid